C(#N)C=1C=C(C=CC1)CS(=O)(=O)NC1=C(N=CS1)C(=O)O 5-((3-cyanophenyl)methylsulfonylamino)thiazole-4-carboxylic acid